CN1N=C2C=CC(=C(C2=C1)C)C1=CC=C(N=N1)NC1(C[C@@H]2[C@@H](CN(C2)CC2CCOCC2)C1)[2H] (3aR,5s,6aS)-N-(6-(2,4-dimethyl-2H-indazol-5-yl)pyridazin-3-yl)-2-((tetra-hydro-2H-pyran-4-yl)methyl)octahydro-cyclopenta[c]pyrrol-5-d-5-amine